ClC=1N(N=C2C=CC(=C(C12)Cl)C1=NNC2=NC(=NC(=C21)C#N)N2CCC1(CCC[C@H]1N[S@](=O)C(C)(C)C)CC2)C (R)-N-((R)-8-(3-(3,4-Dichloro-2-methyl-2H-indazol-5-yl)-4-cyano-1H-pyrazolo[3,4-d]pyrimidin-6-yl)-8-azaspiro[4.5]dec-1-yl)-2-methylpropane-2-sulfinamide